(S)-1-(2-chloroethyl)-3-(3-(1-methoxyethyl)phenyl)urea ClCCNC(=O)NC1=CC(=CC=C1)[C@H](C)OC